3-(3-(2-Bromo-5-fluorothiazol-4-yl)phenyl)-1-methyl-2-oxopyrrolidin-3-yl acetate C(C)(=O)OC1(C(N(CC1)C)=O)C1=CC(=CC=C1)C=1N=C(SC1F)Br